C(C)(=O)C1=CC=CC(=N1)C(C(=O)NC1=NC=CC(=C1)C=1C=C(N2CC(CC12)(C)C)C#N)C 2-(6-acetylpyridin-2-yl)-N-(4-(5-cyano-2,2-dimethyl-2,3-dihydro-1H-pyrrolizin-7-yl)pyridin-2-yl)propionamide